4-(3-Chlorophenyl)-2-methyl-6-[1-(2-methylsulfonylethyl)pyrazol-4-yl]piperidin-4-ol ClC=1C=C(C=CC1)C1(CC(NC(C1)C=1C=NN(C1)CCS(=O)(=O)C)C)O